ClC=1CN(N2C1CN(CCC2)S(=O)(=O)C2=C(C=CC=C2)[N+](=O)[O-])O 3-chloro-N-hydroxy-5-(2-nitrophenyl)sulfonyl-4,6,7,8-tetrahydropyrazolo[1,5-a][1,4]diazepine